Cl.FC(C(=O)NC1CNCC1)(F)F 3-(trifluoroacetamido)pyrrolidine hydrochloride